3-E-8-nitro-6H-isochromeno[3,4-c]pyridine [N+](=O)([O-])C=1C=CC2=C(C1)COC1=CN=CC=C12